CC(C)N1CCN(CC1)C1=CC=C(C=C1)C=1C=C2C=C(C(NC2=CC1)=O)C1=NC=CC=C1 6-{4-[4-(propan-2-yl)piperazin-1-yl]phenyl}-3-(pyridin-2-yl)-1,2-dihydro-quinolin-2-one